3-{[(R)-1-(naphthalene-1-yl)ethyl]amino}pyrrolidine-1-carboxylic acid tert-butyl ester C(C)(C)(C)OC(=O)N1CC(CC1)N[C@H](C)C1=CC=CC2=CC=CC=C12